[Fe](Cl)Cl.FC1=C(C(=C(C(=C1C=1C2=CC=C(N2)C(=C2C=CC(C(=C3C=CC(=C(C=4C=CC1N4)C4=C(C(=C(C(=C4F)F)F)F)F)N3)C3=C(C(=C(C(=C3F)F)F)F)F)=N2)C2=C(C(=C(C(=C2F)F)F)F)F)F)F)F)F 5,10,15,20-tetrakis(pentafluorophenyl)-21h,23h-porphyrin iron chloride